O1COC2=C1C=CC(=C2)C#CCS=C(C)[O-] S-(3-(benzo[d][1,3]dioxol-5-yl)prop-2-yn-1-yl)ethanethioate